C(#N)C=1C=C(C=CC1)C=1N=C(SC1C1=CC(=NC(=C1)C)C)NC(=O)N1C=CS(C=C1)(=O)=N N-[4-(3-cyanophenyl)-5-(2,6-dimethyl-4-pyridinyl)thiazol-2-yl]-1-imino-1-oxo-1,4-thiazine-4-carboxamide